COC1=C(C=C(C=C1)C1=CC2=C(NC(=N2)NC(OCC)=O)C=C1)CC1=NNC(C2=CC=CC=C12)=O Ethyl (5-(4-methoxy-3-((4-oxo-3,4-dihydrophthalazin-1-yl)methyl)phenyl)-1H-benzoimidazol-2-yl)carbamate